C(C)(C)(C)OC(=O)N=C(NC(C(=O)[O-])CCCC)NC(=O)OC(C)(C)C 2,3-bis(tert-butoxycarbonyl)guanidinohexanoate